4-((1S,3S)-3-(but-2-ynamido)cyclohexyl)-3-chloro-5-fluoro-2-methyl-1H-indole-7-carboxamide C(C#CC)(=O)N[C@@H]1C[C@H](CCC1)C1=C2C(=C(NC2=C(C=C1F)C(=O)N)C)Cl